N[C@H](C(=O)NC1=C(C=C(C=C1)CO[Si](C1=CC=CC=C1)(C1=CC=CC=C1)C(C)(C)C)OC)CCCCNC(C1=CC=C(C=C1)C)(C1=CC=CC=C1)C1=CC=CC=C1 (S)-2-amino-N-(4-(((tert-butyldiphenylsilyl)oxy)methyl)-2-methoxyphenyl)-6-((diphenyl(p-tolyl)methyl)amino)hexanamide